1-[4-[1-(4-hydroxyphenyl)-1-methylethyl]phenyl]ethylenebisphenol OC1=CC=C(C=C1)C(C)(C)C1=CC=C(C=C1)C(CC1=C(C=CC=C1)O)C1=C(C=CC=C1)O